N-acetyl-D-3,5,3',5'-tetraiodothyronine sodium salt [Na+].C(C)(=O)N[C@H](CC1=CC(=C(C(=C1)I)OC1=CC(=C(C(=C1)I)O)I)I)C(=O)[O-]